2,3-dimethoxy-6-(3-morpholinopropyl)-5H-[1,3]dioxolo[4',5':5,6]indeno[1,2-c]isoquinoline-5,12(6H)-dione COC=1C=C2C3=C(N(C(C2=CC1OC)=O)CCCN1CCOCC1)C=1C=C2C(=CC1C3=O)OCO2